2-(2-Ethylhexyl)benzene-1,3-diol C(C)C(CC1=C(C=CC=C1O)O)CCCC